BrC1=C2C=NN(C2=CC(=C1C(F)(F)F)C)C1OCCCC1 4-bromo-6-methyl-1-(tetrahydro-2H-pyran-2-yl)-5-(trifluoromethyl)-1H-indazole